4-[(3R,5S)-3-amino-5-methyl-1-piperidinyl]pyrazolo[1,5-a]pyridine-7-carbonitrile N[C@H]1CN(C[C@H](C1)C)C=1C=2N(C(=CC1)C#N)N=CC2